1,1,2,2-tetrafluoroethyl-2,2,3,3-tetrafluoropropyl ether FC(C(F)F)(F)C(C(COCC(C(C(C(F)F)(F)F)(F)F)(F)F)(F)F)(F)F